OCCSC1=C(C2=CC=CC=C2C=C1)SCCO Bis(2-Hydroxyethylthio)Naphthalene